6-Bromo-1-(tert-butylsulfinyl)-2,3-dihydro-1H-pyrrolo[3,2-c]pyridine BrC1=CC2=C(C=N1)CCN2S(=O)C(C)(C)C